phenethylamino-6-methyl-pyrimidine C(CC1=CC=CC=C1)NC1=NC(=CC=N1)C